BrC1=CSC2=C1C=CC=C2C#N 3-bromo-1-benzothiophene-7-carbonitrile